P(=O)(=O)OP(=O)=O.[Na] sodium phosphooxide